2-chloro-N-(2-methyl-1-(4-(trifluoromethyl)phenyl)propan-2-yl)acetamide ClCC(=O)NC(CC1=CC=C(C=C1)C(F)(F)F)(C)C